monoisononyl glutarate C(CCCC(=O)[O-])(=O)OCCCCCCC(C)C